C1(=CC=CC=C1)CNC1=C(C(=C(C(=O)O)C(=C1F)OC)OC)F 4-(Phenylmethylamino)-3,5-difluoro-2,6-dimethoxybenzoic acid